ClC1=C(C=C2OC3=C(CCCC3=CC2=C1)C=O)O 7-chloro-6-hydroxy-2,3-dihydro-1H-xanthene-4-carbaldehyde